bromoglycerol BrC(O)C(O)CO